5-(1-(1-(5-(5-(difluoromethyl)-1,3,4-oxadiazol-2-yl)tetrahydrothiophen-2-yl)ethyl)-1H-1,2,3-triazol-4-yl)pyridin-2-amine FC(C1=NN=C(O1)C1CCC(S1)C(C)N1N=NC(=C1)C=1C=CC(=NC1)N)F